((2-((allyloxy)carbonyl)benzo[b]thiophen-5-yl)methyl)phosphonic acid C(C=C)OC(=O)C1=CC2=C(S1)C=CC(=C2)CP(O)(O)=O